ICCCC(C)I 1,4-diiodopentane